4-(1-(2-Hydroxy-2-methylpropyl)-1H-pyrazol-4-yl)-2-((1-(pyridin-2-ylsulfonyl)piperidin-4-yl)amino)pyrimidine-5-carbonitrile OC(CN1N=CC(=C1)C1=NC(=NC=C1C#N)NC1CCN(CC1)S(=O)(=O)C1=NC=CC=C1)(C)C